C(C)(C)(C)OC(=O)N[C@H](C(=O)O)CC1=CC=C(C=C1)C#N (S)-2-((tert-butoxycarbonyl)amino)-3-(4-cyanophenyl)propanoic acid